COC1=CC=C(CN2[C@@H]([C@H]3CC[C@@H](C2)N3C(=O)[O-])C)C=C1 (1R,2R,5S)-3-(4-Methoxybenzyl)-2-methyl-3,8-diazabicyclo[3.2.1]octane-8-carboxylate